ClC1=CC=C(C=C1)C=1N=C2N(C=CC=C2)C1CN1CC2CCC(C1)N2C(=O)N2CCCC2 (3-{[2-(4-Chlorophenyl)imidazo[1,2-a]pyridin-3-yl]methyl}-3,8-diazabicyclo[3.2.1]oct-8-yl)(pyrrolidin-1-yl)methanon